C12(CC(C1)C2)NC2=NC=NC(=C2)NC2=C(C=C(C(=C2)[N+](=O)[O-])N(C)CCN(C)C)OC N4-(bicyclo[1.1.1]pentan-1-yl)-N6-(4-((2-(dimethylamino)ethyl)-(methyl)amino)-2-methoxy-5-nitrophenyl)pyrimidine-4,6-diamine